5,7-dichloro-2,3-dimethyl-pyrido[2,3-d]pyrimidin-4-one ClC1=CC(=NC=2N=C(N(C(C21)=O)C)C)Cl